C(C)C=1N(C=C(N1)NC(=O)C=1N(C=C(C1)NC([C@H](CCNC(=O)OC(C)(C)C)NC(=O)OCC1C2=CC=CC=C2C=2C=CC=CC12)=O)C)C ethyl-(S)-4-(4-(2-((((9H-fluoren-9-yl)methoxy)carbonyl)amino)-4-((tert-butoxycarbonyl)amino)butanamido)-1-methyl-1H-pyrrole-2-carboxamido)-1-methyl-1H-imidazole